ClC=1C(=NC(=NC1)NC=1C=C(C=NC1)N1C(C2(CC1)CCN(CC2)C(=O)OC(C)(C)C)=O)C2=CC(=CC=C2)N2CCCC2 tert-butyl 2-[5-[[5-chloro-4-(3-pyrrolidin-1-ylphenyl)pyrimidin-2-yl]amino]-3-pyridyl]-1-oxo-2,8-diazaspiro[4.5]decane-8-carboxylate